CC1=C([O-])C(=CC(=C1)C)C 2,4,6-trimethylphenoxide